FC(C1=C(C=CC(=C1)C(F)(F)F)C(C)N1N=C(C(=C1)C#C[Si](C)(C)C)C)(F)F 1-(1-(2,4-bis(trifluoromethyl)phenyl)ethyl)-3-methyl-4-((trimethylsilyl)ethynyl)-1H-pyrazole